C1(CCCCC1)P(C1=C(C=CC=C1)C1=C(C=C(C=C1C(C)C)C(C)C)C(C)C)C1CCCCC1 dicyclohexyl-[2-[2,4,6-tris(propan-2-yl)phenyl]phenyl]phosphane